C(C=C)N1C(C2=C(N(C(C2=C1C=1SC=CC1)=O)CC1=CC(=C(C(=C1)OCC(CCCCCCCCCC)CCCCCCCC)OCC(CCCCCCCCCC)CCCCCCCC)OCC(CCCCCCCCCC)CCCCCCCC)C=1SC=CC1)=O 2-allyl-3,6-di(thiophen-2-yl)-5-(3,4,5-tris((2-octyldodecyl)oxy)benzyl)-2,5-dihydropyrrolo[3,4-c]pyrrole-1,4-dione